2-iodo-N-[4-(2-oxa-7-azaspiro[3.5]nonan-7-yl)cyclohexyl]-1-(2,2,2-trifluoroethyl)indol-4-amine IC=1N(C=2C=CC=C(C2C1)NC1CCC(CC1)N1CCC2(COC2)CC1)CC(F)(F)F